C(C)(C)(C)OC(=O)N1C(=CC2=CC(=CC(=C12)[N+](=O)[O-])CCCOS(=O)(=O)C)C1=CC=CC=C1.C1=CC(=CC=2SC3=C(C21)C=CC=C3)C3=CN=CC2=CC=CC=C32 4-(dibenzo[b,d]thiophen-3-yl)isoquinoline tert-butyl-5-(3-((methylsulfonyl)oxy)propyl)-7-nitro-2-phenyl-1H-indole-1-carboxylate